2-methoxy-6-nitroquinoxaline COC1=NC2=CC=C(C=C2N=C1)[N+](=O)[O-]